α-(3-chloro-2,6-difluorophenyl)-1-(3-(pyrrolidin-1-yl)propyl)-5,5a,6,6a-tetrahydrocyclopropa[3,4]pyrrolo[1,2-c]imidazole-3(2H)-thione ClC=1C(=C(C(=CC1)F)C(CCN1CCCC1)C1=C2N(C(N1)=S)CC1C2C1)F